OC1=C(C=C(C(=C1)CC(=O)O)O)CC(=O)O 2,2'-(2,5-dihydroxy-1,4-phenylene)diacetic acid